COCCN(C=1N=C(C2=C(N1)C(=NC(=N2)N(CCOC)CCOC)N2CC(N(CC2)C)=O)N(C)CC=2C=C(C(=O)N)C=CC2)CCOC 3-(((2,6-bis(bis(2-methoxyethyl)amino)-8-(4-methyl-3-oxopiperazin-1-yl)pyrimido[5,4-d]pyrimidin-4-yl)(methyl)amino)methyl)benzamide